B([O-])(O)O.C(CC(=O)O)(=O)O.C(CC(=O)O)(=O)O.[Li+] lithium dimalonate borate